4-[[2-(2-chlorophenyl)acetyl]amino]-N-(4-ethynyl-tetrahydropyran-4-yl)pyridine-2-carboxamide ClC1=C(C=CC=C1)CC(=O)NC1=CC(=NC=C1)C(=O)NC1(CCOCC1)C#C